FC(C(=O)O)(F)F.C(C1=CC=CC=C1)#N benzonitrile 2,2,2-trifluoroacetate